4-methyl-5-[3-methyl-7-[(5-piperazin-1-yl-2-pyridyl)amino]imidazo[4,5-b]pyridin-5-yl]oxy-pyridine-2-carbonitrile CC1=CC(=NC=C1OC1=CC(=C2C(=N1)N(C=N2)C)NC2=NC=C(C=C2)N2CCNCC2)C#N